C(CCCCCCCCCCCCCCCCCCCCCCCCCCCCCCCCCCCC)(=O)OCCCCCCCCCCCCCCCCCCCCCCCC lignoceryl heptatriacontanoate